(2R,4R)-tert-butyl-2-[[2-(cyclohexylamino)-2-oxo-1-(3-pyridyl)ethyl]-[4-(pentafluoro-λ6-sulfanyl)phenyl]carbamoyl]-4-hydroxy-pyrrolidine-1-carboxylate C(C)(C)(C)OC(=O)N1[C@H](C[C@H](C1)O)C(N(C1=CC=C(C=C1)S(F)(F)(F)(F)F)C(C(=O)NC1CCCCC1)C=1C=NC=CC1)=O